2-chloro-N-(1-cyanocyclopropyl)-5-[1-[4-(difluoromethoxy)-2-methyl-5-[1,2,2,2-tetrafluoro-1-(trifluoromethyl)ethyl]pyrazol-3-yl]pyrazol-4-yl]-N-(3-methoxypropyl)benzamide ClC1=C(C(=O)N(CCCOC)C2(CC2)C#N)C=C(C=C1)C=1C=NN(C1)C=1N(N=C(C1OC(F)F)C(C(F)(F)F)(C(F)(F)F)F)C